4-oxo-1-(2-(pyrrolidin-1-yl)benzo[d]oxazol-6-yl)-6-(4-(pyrrolidin-1-yl)phenyl)-1,4-Dihydropyridine-3-carboxylic acid O=C1C(=CN(C(=C1)C1=CC=C(C=C1)N1CCCC1)C1=CC2=C(N=C(O2)N2CCCC2)C=C1)C(=O)O